N1(C=NC=C1)C(C)=NC1=CC=C(C=C1)OC N-(1-(1H-Imidazol-1-yl)ethylidene)-4-methoxyaniline